4-bromo-2-fluoro-N,N-bis(4-methoxybenzyl)benzenesulfonamide BrC1=CC(=C(C=C1)S(=O)(=O)N(CC1=CC=C(C=C1)OC)CC1=CC=C(C=C1)OC)F